The molecule is an N,N-dihydroxy amino acid that is derived from L-valine. It is a N,N-dihydroxy-alpha-amino acid and a L-valine derivative. It is a conjugate acid of a N,N-dihydroxy-L-valinate. CC(C)[C@@H](C(=O)O)N(O)O